BrC1=CC=NC2=CC(=C(C=C12)OC)OC 4-bromo-6,7-dimethoxyquinoline